2H-cyclopenta[4,5]pyrrolo[1,2-a]pyrazin-1(6H)-one C1(C=2N(C=CN1)C1=C(C2)C=CC1)=O